NC1=C(OCCCCCOC2=C(C=CC=C2)N)C=CC=C1 1,5-di(2-aminophenoxy)pentane